2-(difluoromethoxy)-N-[(1R,2S)-2-fluorocyclopropyl]-4-[6-(1-hydroxycyclobutyl)pyrazolo[1,5-a]pyridin-3-yl]-6-methoxybenzamide FC(OC1=C(C(=O)N[C@H]2[C@H](C2)F)C(=CC(=C1)C=1C=NN2C1C=CC(=C2)C2(CCC2)O)OC)F